C1=CC(=C[N+](=C1)[O-])C(=O)O NICOTINIC ACID N-OXIDE